2-[3-methyl-2-oxo-6-[3-(trifluoromethyl)phenyl]imidazo[4,5-b]pyridin-1-yl]acetamide pentyl-(2R)-2-bromo-2-fluoro-acetate C(CCCC)OC([C@H](F)Br)=O.CN1C(N(C=2C1=NC=C(C2)C2=CC(=CC=C2)C(F)(F)F)CC(=O)N)=O